(4-butylphenyl)(2-chloro-4,6-dihydroxyphenyl)methanone C(CCC)C1=CC=C(C=C1)C(=O)C1=C(C=C(C=C1O)O)Cl